(S)-5-(3-(5-((5-(tert-butyl)-1-methyl-1H-pyrazol-3-yl)carbamoyl)-2-methylphenyl)pyrrolidin-1-yl)nicotinamide allyl-5-(3-(4-hydroxyphenyl)-6-imino-4-methylpyridazin-1(6H)-yl)pentanoate C(C=C)OC(CCCCN1N=C(C(=CC1=N)C)C1=CC=C(C=C1)O)=O.C(C)(C)(C)C1=CC(=NN1C)NC(=O)C=1C=CC(=C(C1)[C@H]1CN(CC1)C=1C=NC=C(C(=O)N)C1)C